(1,2-dibromo-2-nitroethyl)benzene tert-butyl-4-((1-(4-chloro-3-(2,4-dioxotetrahydropyrimidin-1(2H)-yl)benzoyl)piperidin-4-yl)oxy)piperidine-1-carboxylate C(C)(C)(C)OC(=O)N1CCC(CC1)OC1CCN(CC1)C(C1=CC(=C(C=C1)Cl)N1C(NC(CC1)=O)=O)=O.BrC(C([N+](=O)[O-])Br)C1=CC=CC=C1